FC([S-])(F)F trifluoromethanethiolate